N-(2-methoxy-4-(2-methoxyethoxy)phenyl)-7-(pyridin-2-yl)quinolin-4-amine COC1=C(C=CC(=C1)OCCOC)NC1=CC=NC2=CC(=CC=C12)C1=NC=CC=C1